(3r,3'r)-3,3'-dipalmitoyloxy-β,β-carotene C(CCCCCCCCCCCCCCC)(=O)O[C@H]1CC(C)(C)C(=C(C1)C)\C=C\C(\C)=C\C=C\C(\C)=C\C=C\C=C(/C)\C=C\C=C(/C)\C=C\C1=C(C)C[C@H](CC1(C)C)OC(CCCCCCCCCCCCCCC)=O